BrC1=CC(=C(C=C1)NC1=C(C=C2C(=CN=NC2=C1F)C)C(=O)O)F 7-[(4-bromo-2-fluorophenyl)amino]-8-fluoro-4-methylcinnoline-6-carboxylic acid